(3S,7aR)-3-phenyl-3,6,7,7a-tetrahydro-1H-pyrrolo[1,2-c]oxazol-5-one C1(=CC=CC=C1)[C@@H]1OC[C@@H]2N1C(CC2)=O